2-(1-(1-(5-ethylpyridin-2-yl)piperidin-4-yl)ethoxy)-5-(4-(methylsulfonyl)phenyl)thiazolo[5,4-b]pyridine C(C)C=1C=CC(=NC1)N1CCC(CC1)C(C)OC=1SC2=NC(=CC=C2N1)C1=CC=C(C=C1)S(=O)(=O)C